4-(fluoromethyl)pyrrolidine-2-carboxamide FCC1CC(NC1)C(=O)N